OC1=C(C=C(C=2C(C3=CC=CC=C3C(C12)=O)=O)O)S(=O)(=O)O 1,4-dihydroxy-9,10-anthraquinone-2-sulfonic acid